CN1C=CC2=C1C(N(N=C2)CC(=O)N[C@@H](C)C2=CC=C(C=C2)C)=O (S)-2-(1-Methyl-7-oxo-1,7-dihydro-6H-pyrrolo[2,3-d]pyridazin-6-yl)-N-(1-(p-tolyl)ethyl)-acetamid